butyl 3-(5-(N-ethyl-N-(2,2,2-trifluoro-1-(4-fluorophenyl)ethyl)sulfamoyl)thiophen-2-yl)azetidine-1-carboxylate C(C)N(S(=O)(=O)C1=CC=C(S1)C1CN(C1)C(=O)OCCCC)C(C(F)(F)F)C1=CC=C(C=C1)F